C1(=CC(=CC=C1)C(=O)[O-])C.[Ca+2].C1(=CC(=CC=C1)C(=O)[O-])C calcium m-toluate